methyl 1-[6-(5-chloro-2-fluorophenyl)-4-({2-[3-(4-methylpiperazin-1-yl)propan-amido]pyridin-4-yl}amino)-pyridazin-3-yl]azetidine-3-carboxylate ClC=1C=CC(=C(C1)C1=CC(=C(N=N1)N1CC(C1)C(=O)OC)NC1=CC(=NC=C1)NC(CCN1CCN(CC1)C)=O)F